BrC=1C=C(C=CC1N1C=NC=C1)N(C1=C(C=C(C=C1)C=1C(=NOC1C)C)C)CC1CCN(CC1)CCC(=O)OCC ethyl 3-(4-(((3-bromo-4-(1H-imidazol-1-yl)phenyl)(4-(3,5-dimethylisoxazol-4-yl)-2-methylphenyl)amino)methyl)piperidin-1-yl)propionate